OC1=C(C=C2C=CNC(C2=C1C)=O)OC 7-hydroxy-6-methoxy-8-methylisoquinolin-1(2H)-one